cyclopentane-1,2,3,4-tetracarboxylic 1,2:3,4-dianhydride C12C(C3C(C1)C(=O)OC3=O)C(=O)OC2=O